C(C1=CC=CC=C1)OC(=O)N[C@H](C(=O)OCC1=CC=CC=C1)CC1=CN(C2=CC=CC=C12)CC#N (S)-benzyl 2-(((benzyloxy)carbonyl)amino)-3-(1-(cyanomethyl)-1H-indol-3-yl)propanoate